ClC1=C(C(=O)NC2=C3C=NN(C3=CC=C2)C)C(=CC=C1CNC(C(C)(C)C)=O)Cl 2,6-Dichloro-3-{[(2,2-dimethylpropionyl)amino]methyl}-N-(1-methyl-1H-indazol-4-yl)benzamide